FC1=C(C=C(C=C1)C=1C=C2C(=NC=NC2=C(C1)OC)NCC=1N=NC(=CC1)C)OC 6-(4-fluoro-3-methoxyphenyl)-8-methoxy-N-((6-methylpyridazin-3-yl)methyl)quinazolin-4-amine